CC1C(=C2N=CC(=CC3=C2C1=CC=C3)C3=CC=CC=C3)C(C)=O 1-(6-methyl-3-phenyl-6H-indeno[1,7-bc]azepin-5-yl)-ethanone